BrC1=C(C=CC=C1)S(=O)(=O)[O-] o-bromobenzenesulfonate